N-[3-(4-aminoquinazolin-6-yl)phenyl]prop-2-enamide NC1=NC=NC2=CC=C(C=C12)C=1C=C(C=CC1)NC(C=C)=O